C(#N)C=1C=C(C=CC1C#N)B(O)O 3,4-dicyanophenylboronic acid